4-(adamantan-1-yl)-N-((4-(((2-(2,6-dioxopiperidin-3-yl)-1-oxoisoindolin-4-yl)thio)methyl)thiazol-2-yl)methyl)-2-methylbutanamide C12(CC3CC(CC(C1)C3)C2)CCC(C(=O)NCC=2SC=C(N2)CSC2=C3CN(C(C3=CC=C2)=O)C2C(NC(CC2)=O)=O)C